CC(CP(O)(=O)CC(CBr)C)C(C)C (2,3-dimethyl-1-butyl)(3-bromo-2-methylpropyl)phosphinic acid